N-[5-({5-Ethynyl-8-methyl-7-oxopyrido[2,3-d]pyrimidin-2-yl}amino)-2-(4-methylpiperazin-1-yl)phenyl]propanamide C(#C)C1=CC(N(C=2N=C(N=CC21)NC=2C=CC(=C(C2)NC(CC)=O)N2CCN(CC2)C)C)=O